[Li+].CCCCCCC[CH2-] n-octyllithium